2-[4-(chloromethyl)-2-fluoro-6-methoxyphenyl]-1-cyclopropyl-4-(trifluoromethyl)imidazole ClCC1=CC(=C(C(=C1)OC)C=1N(C=C(N1)C(F)(F)F)C1CC1)F